CCCCCCCCCCCCCCCCCCCCCCCCCCCCCCCCCCCCCCCC tetracontane